ClC1=C(C=C(S1)C(=O)C=1C=NC=NC1)CO 5-{[5-chloro-4-(hydroxymethyl)-2-thienyl]carbonyl}pyrimidin